[N+](=O)([O-])C1=CC=C(C=N1)OC1=CC=C(N)C=C1 4-((6-nitropyridin-3-yl)oxy)aniline